C(C1=CC=CC=C1)[C@H]1N(C(OC1)=O)C(=O)[C@@H]1CN(C[C@H]1C1=CC=CC=C1)C(=O)OC(C)(C)C tert-Butyl (3S,4R)-3-[(4R)-benzyl-2-oxo-oxazolidine-3-carbonyl]-4-phenyl-pyrrolidine-1-carboxylate